N1C=NC2=C1C=CC(=C2)N2C([C@@H]([C@@H]2C2=C(C=C(C=C2F)N2N=NC(=C2)C(F)(F)F)F)C2CC2)=O (3r,4r)-1-(1H-benzo[d]imidazol-5-yl)-3-cyclopropyl-4-(2,6-difluoro-4-(4-(trifluoromethyl)-1H-1,2,3-triazol-1-yl)phenyl)azetidin-2-one